BrC1=NNC2=NC=C(C=C21)NC2=NC=C(C(=N2)NC2=C(C=CC=C2)P(C)(C)=O)Cl (2-((2-((3-Bromo-1H-pyrazolo[3,4-b]pyridin-5-yl)amino)-5-chloropyrimidin-4-yl)amino)phenyl)dimethyl-phosphine oxide